OCC(CO)OCC(COC(CO)CO)NCCCCCC(=O)O 6-((1,3-bis((1,3-dihydroxypropan-2-yl)oxy)propan-2-yl)amino)hexanoic acid